[N+](=O)([O-])C1=CC(=C(C#N)C=C1)C=C 4-nitro-2-vinylbenzonitrile